[OH-].[Dy+3].[OH-].[OH-] dysprosium hydroxide